O=C1NC(CC[C@@H]1N1C(C2=CC=CC(=C2C1=O)N1CCC(CC1)COC=1C=C(CNC2=C3N=CN(C3=NC=N2)C2CC(C2)NC(C2=NC(=CC=C2)C)=O)C=CC1)=O)=O N-((1s,3s)-3-(6-((3-((1-(2-(2,6-dioxopiperidin-3-yl)-1,3-dioxoisoindoline-4-yl)piperidin-4-yl)methoxy)benzyl)amino)-9H-purin-9-yl)cyclobutyl)-6-methylpicolinamide